CC12C(OC(O1)C1=CC=CC=C1)CCC(C2)=O cis-3a-methyl-2-phenyltetrahydrobenzo[d][1,3]dioxol-5(4H)-one